CC1=C(OC2=C1C=C(C=C2)S(N(CCC2=CC=CC=C2)C2=CC=C(C=C2)N2CCOCC2)(=O)=O)C(=O)O 3-methyl-5-(N-(4-morpholinophenyl)-N-phenethylsulfamoyl)benzofuran-2-carboxylic acid